17-carboxyoctadecane C(=O)(O)C(CCCCCCCCCCCCCCCC)C